tert-butyl (3aR,6aS)-5-(4-bromo-1H-pyrazol-1-yl)-octahydrocyclopenta[c]pyrrole-2-carboxylate BrC=1C=NN(C1)C1C[C@@H]2[C@@H](CN(C2)C(=O)OC(C)(C)C)C1